7-amino-7,8-dihydro-4H-(1,2,3)triazolo(1,5-a)(1,4)diazepin-6(5H)-one NC1C(NCC=2N(C1)N=NC2)=O